(E)-5-(3-(5-chloro-6-methylpyridin-3-yl)acryloyl)-4-methylthieno[2,3-b]pyridin-6(7H)-one ClC=1C=C(C=NC1C)/C=C/C(=O)C1=C(C2=C(NC1=O)SC=C2)C